C1(CC1)CCNC(C1=CC(=CC=C1)NC1=C(C=C(C=C1)OCC1=NC=CC=C1)C)=O N-(2-cyclopropylethyl)-3-((2-methyl-4-(pyridin-2-ylmethoxy)phenyl)amino)benzamide